1-oxa-9-azadispiro[2.0.34.43]Undecane-9-carboxylic acid tert-butyl ester C(C)(C)(C)OC(=O)N1CC2(C3(CO3)CC1)CCC2